C(C1=CC=CC=C1)OC(=O)N1[C@H](C[C@@H](C1)O[Si](C)(C)C(C)(C)C)C(=O)Cl.C(C)(C)N1C(C(C2=CC=CC=C12)CC=C)=O 1-isopropyl-3-(propan-2-enyl)indol-2-one benzyl-(2R,4S)-4-((tert-butyldimethylsilyl)oxy)-2-(chlorocarbonyl)pyrrolidine-1-carboxylate